C(C)(C)C1=CC(=CC=C1)C(C)C 2,6-diisopropylbenzene